The molecule is an adenosine that is the the delta-(5'-adenosyl) derivative of ornithine. It has a role as an antifungal agent and an antimicrobial agent. It is a member of adenosines and a non-proteinogenic alpha-amino acid. It derives from a L-ornithine. C1=NC(=C2C(=N1)N(C=N2)[C@H]3[C@@H]([C@@H]([C@H](O3)C[C@H](CC[C@@H](C(=O)O)N)N)O)O)N